CC=1C(=NC(=NC1)NC=1C=NN(C1)C1CCOCC1)C1=CC=C(C=C1)O 4-(5-Methyl-2-((1-(tetrahydro-2H-pyran-4-yl)-1H-pyrazol-4-yl)amino)pyrimidin-4-yl)phenol